(S)-5-methoxy-N-(3-(1-((7-(1-methyl-1H-pyrazol-4-yl)-5H-pyrrolo[2,3-b]pyrazin-2-yl)amino)ethyl)phenyl)nicotinamide COC=1C=NC=C(C(=O)NC2=CC(=CC=C2)[C@H](C)NC=2N=C3C(=NC2)NC=C3C=3C=NN(C3)C)C1